BrC=1C=C(C=2N(C1)C=NC2)O[C@@H]2C[C@H](C2)NC(OC(C)(C)C)=O trans-tert-butyl (3-((6-bromoimidazo[1,5-a]pyridin-8-yl)oxy)cyclobutyl)carbamate